6-(2-Ethyl-4-(3-fluoro-5-methylphenyl)-1H-imidazol-5-yl)quinoxaline C(C)C=1NC(=C(N1)C1=CC(=CC(=C1)C)F)C=1C=C2N=CC=NC2=CC1